Cl.NC1=NC=C(C2=C1C=NN2)NC(=O)C(=O)N(CC2=C(C=CC=C2)Cl)CC2=CC=CC=C2 N-(4-amino-1H-pyrazolo[4,3-c]pyridin-7-yl)-N'-benzyl-N'-[(2-chlorophenyl)methyl]oxamide Hydrogen chloride